C(=O)=C(CCCC)CC=C 5-carbonyl-7-octene